COC=1C=C(C=C(C1)C(F)(F)F)NC1=C2C=C(NC2=C(C=C1)F)C(=O)OCC Ethyl 4-((3-methoxy-5-trifluoromethylphenyl) amino)-7-fluoro-1H-indole-2-carboxylate